2-THIOPHEN-3-YL-1H-IMIDAZOLE-4-CARBALDEHYDE S1C=C(C=C1)C=1NC=C(N1)C=O